5-cyclopropoxy-2-fluoro-4-((pyrrolidin-1-ylsulfonyl)carbamoyl)benzoic acid C1(CC1)OC=1C(=CC(=C(C(=O)O)C1)F)C(NS(=O)(=O)N1CCCC1)=O